C(C(C)(C)C)(=O)OC1=CC=C(C=C1)C#CCCC(=O)OC methyl 5-(4-(pivaloyloxy)phenyl)pent-4-ynoate